CC1=NNC(=C1C)C(C(=O)O)CC(=O)O 2-(3,4-dimethylpyrazolyl)butanedioic acid